C(#N)C1=C(C=C(C=C1)NC1CCC(CC1)NC(=O)C=1C=NNC1C(F)(F)F)C(F)(F)F N-[(1s,4s)-4-{[4-cyano-3-(trifluoromethyl)phenyl]amino}cyclohexyl]-5-(trifluoromethyl)-1H-pyrazole-4-carboxamide